ditridecyl-1,16-hexadecylenedicarboxylic acid C(CCCCCCCCCCCC)C(CCCCCCCCCCCCCCCC(=O)O)(C(=O)O)CCCCCCCCCCCCC